N-(3-(benzo[d][1,3]dioxol-5-yl)-1H-pyrazol-5-yl)-2-methoxy-4-((1-methylpiperidin-4-yl)amino)benzamide O1COC2=C1C=CC(=C2)C2=NNC(=C2)NC(C2=C(C=C(C=C2)NC2CCN(CC2)C)OC)=O